N1=CC=CC2=CNC(C=C12)=O 1,6-naphthyridin-7(6H)-one